FC1(CCC(CC1)C1=C(C=CC=N1)F)F 6-(4,4-difluorocyclohexyl)-5-fluoropyridine